4-methylsulfanyl-6-(o-tolyl)pyrimidin-2-amine CSC1=NC(=NC(=C1)C1=C(C=CC=C1)C)N